4-t-butyl-2-(5-t-butyl-2-oxo-3H-benzofuran-3-yl)phenyl-3,5-di-t-butyl-4-hydroxybenzoate C(C)(C)(C)C1=CC(=C(C=C1)OC(C1=CC(=C(C(=C1)C(C)(C)C)O)C(C)(C)C)=O)C1C(OC2=C1C=C(C=C2)C(C)(C)C)=O